CC[C@H](C)[C@@H](C(=O)N[C@@H](C)C(=O)NCC(=O)N[C@@H](CC1=CSC=N1)C(=O)N[C@@H](CC[C@H](CN)O[C@H]2[C@@H]([C@H]([C@H]([C@H](O2)CO)O)O)O)C(=O)NCC(=O)N[C@@H](CCC(=O)O)C(=O)N[C@@H](CCC(=O)N)C(=O)NCC(=O)N3CCC[C@H]3C(=O)N[C@@H](CCCCN)C(=O)NCC(=O)N[C@@H](CCC(=O)O)C(=O)N[C@@H]([C@@H](C)O)C(=O)O)NC(=O)CN The molecule is a fifteen-membered glycopeptide comprising glycyl, isoleucyl, alanyl, glycyl, 3-(1,3-thiazol-4-yl)alanyl, (5R)-5-(beta-D-galactopyranosyloxy)lysyl, glycyl. alpha-glutamyl, glutaminyl, glycyl, prolyl, lysyl, glycyl, alpha-glutamyl and threonine residues coupled in sequence.